C(C)SC1=NC=C(C(=C1)OC=1C(=NC(=NC1)N)N)C(C)C 5-((2-(ethylthio)-5-isopropylpyridin-4-yl)oxy)pyrimidine-2,4-diamine